2-chloro-6-(5-hydroxy-3,7,8-trimethoxy-4-oxo-4H-chromen-2-yl)phenyl (E)-3-(2-chlorophenyl)acrylate ClC1=C(C=CC=C1)/C=C/C(=O)OC1=C(C=CC=C1C=1OC2=C(C(=CC(=C2C(C1OC)=O)O)OC)OC)Cl